(2S,3S)-2-(3-bromo-2-fluorobenzyl)-3-((dimethylsulfamoyl)amino)-N,N-dimethylpyrrolidine-1-carboxamide BrC=1C(=C(C[C@@H]2N(CC[C@@H]2NS(N(C)C)(=O)=O)C(=O)N(C)C)C=CC1)F